N'-dimethylaminoethyl-methylpiperazine CN(C)CCN1CCN(CC1)C